(E)-N-(2-((2-(2-aminobenzooxazol-6-yl)-4H-benzopyran-4-ylidene)amino)phenyl)-3-methoxypropionamide NC=1OC2=C(N1)C=CC(=C2)C=2OC1=C(\C(\C2)=N\C2=C(C=CC=C2)NC(CCOC)=O)C=CC=C1